CC1=NOC(=C1)C1=CC=C(S1)S(=O)(=O)N1CCN(CC1)C[C@H](C)NC1=NC=NC2=C(C=CC=C12)C=1C=NC(=CC1)C N-[(2S)-1-(4-{[5-(3-methyl-1,2-oxazol-5-yl)thiophen-2-yl]sulfonyl}piperazin-1-yl)propan-2-yl]-8-(6-methylpyridin-3-yl)quinazolin-4-amine